3-[(2-fluorophenyl)ethynyl]pyridin-4-amine FC1=C(C=CC=C1)C#CC=1C=NC=CC1N